The molecule is the hydrochloride salt of azelastine. It has a role as a platelet aggregation inhibitor, a bronchodilator agent, an anti-asthmatic drug, an anti-allergic agent, a H1-receptor antagonist and an EC 1.13.11.34 (arachidonate 5-lipoxygenase) inhibitor. It contains an azelastine. CN1CCCC(CC1)N2C(=O)C3=CC=CC=C3C(=N2)CC4=CC=C(C=C4)Cl.Cl